BrC=1C=C(C=CC1OC)CC1=C(C=C(O[Si](C(C)C)(C(C)C)C(C)C)C=C1Cl)Cl [4-[(3-bromo-4-methoxy-phenyl)methyl]-3,5-dichloro-phenoxy]-triisopropyl-silane